C1(CCC(CC1)C(=O)N1CC2CN(CC2C1)C1=CC=C(C=C1)[N+](=O)[O-])C(=O)N1CC2CN(CC2C1)C1=CC=C(C=C1)[N+](=O)[O-] cyclohexane-1,4-diylbis((5-(4-nitrophenyl)hexahydropyrrolo[3,4-c]pyrrol-2(1H)-yl)methanone)